(-)-L-pyroglutamic acid N1[C@@H](CCC1=O)C(=O)O